1'-tert-butyl 6-ethyl 1',2',3',6'-tetrahydro-[2,4'-bipyridine]-1',6-dicarboxylate N1=C(C=CC=C1C(=O)OCC)C=1CCN(CC1)C(=O)OC(C)(C)C